BrC=1C=C(C=C(C1)C1(CC(C1)C)C1=NN=CN1C)N1CC2=C(C=C(C=C2C1=O)CN(C(OC(C)(C)C)=O)C1(CCC1)C)C(F)(F)F tert-butyl ((2-(3-bromo-5-((1r,3r)-3-methyl-1-(4-methyl-4H-1,2,4-triazol-3-yl)cyclobutyl)phenyl)-3-oxo-7-(trifluoromethyl)isoindolin-5-yl)methyl)(1-methylcyclobutyl)-carbamate